C1=C(C=CC=2C3=CC=CC=C3C3(C12)C1=CC=CC=C1C=1C=CC=CC13)C1=CC3=C(SC2=C3C=C(C=C2)Br)C=C1 2-(9,9'-spirobifluorene-2-yl)-8-bromodibenzo[b,d]thiophene